OP(O)OP(O)O.C(CCCCCCC(C)C)OC(O)(C(CO)(CO)CO)OCCCCCCCC(C)C Diisodecyloxypentaerythritol diphosphit